2-{2-methyl-1H-pyrrolo[2,3-b]pyridin-3-yl}-N-propylpyrido[3,4-d]pyrimidin-4-amine CC1=C(C=2C(=NC=CC2)N1)C=1N=C(C2=C(N1)C=NC=C2)NCCC